N,N-dimethyl-3-((5-(3-methyl-1-morpholinylimidazo[1,5-a]pyridin-8-yl)pyridin-2-yl)oxy)propan-1-amine CN(CCCOC1=NC=C(C=C1)C=1C=2N(C=CC1)C(=NC2N2CCOCC2)C)C